2-oxothiophen O=C1SC=CC1